N-ethyl-6-((3-(5-methoxymethylisoxazol-3-yl)-[1,2,4]triazolo[3,4-a]phthalazin-6-oxy)methylene)picolinamide C(C)NC(C=1NC(C=CC1)=COC1=NN2C(C3=CC=CC=C13)=NN=C2C2=NOC(=C2)COC)=O